N-(3-fluoro-5-(1-(4-fluorophenyl)-1H-pyrazol-4-yl)benzyl)-8-(spiro[2.3]hexan-5-yl)-7H-purine-6-carboxamide FC=1C=C(CNC(=O)C2=C3NC(=NC3=NC=N2)C2CC3(CC3)C2)C=C(C1)C=1C=NN(C1)C1=CC=C(C=C1)F